O[C@@H](C)C=1N(C=CN1)CC1=NOC(=C1)C1=CC=C(C=C1)C#CC=1C=CC(=NC1)CN1CC(C1)C#N (S)-1-((5-((4-(3-((2-(1-hydroxyethyl)-1H-imidazol-1-yl)methyl)isoxazole-5-yl)phenyl)ethynyl)pyridin-2-yl)methyl)azetidine-3-carbonitrile